C[Mn]C1C=CC=C1 Methylcyclopentadienyl-Manganese